(S,E)-5-methyl-2-(2-oxo-2-((1-(4-(trifluoromethyl)phenyl)ethyl)amino)ethyl)hex-2-enoic acid CC(C/C=C(/C(=O)O)\CC(N[C@@H](C)C1=CC=C(C=C1)C(F)(F)F)=O)C